1-(2-(6-Chloro-3-(3,5-dichloropyridin-4-ylamino)-9H-carbazol-1-yl)ethyl)guanidine ClC=1C=C2C=3C=C(C=C(C3NC2=CC1)CCNC(=N)N)NC1=C(C=NC=C1Cl)Cl